[Ti].[Ge].[Fe].[Li] lithium iron germanium titanium